C(C)(C)(C)OC(=O)N[C@H](CCCOC1=NC=C(C(=C1)N(C(OC(C)(C)C)=O)C1=CC(=NN1C(C)(C)C)[C@@H]1C[C@@H](CC1)O[Si](C)(C)C(C)(C)C)F)C tert-butyl (2-(((S)-4-((tert-butoxycarbonyl)amino)pentyl)oxy)-5-fluoropyridin-4-yl)(1-(tert-butyl)-3-((1S,3R)-3-((tert-butyldimethylsilyl)oxy)cyclopentyl)-1H-pyrazol-5-yl)carbamate